4-(2,6-diazaspiro[3.3]heptan-2-ylmethyl)-2-methyl-thiazole C1N(CC12CNC2)CC=2N=C(SC2)C